OC1=CC=C(OC2=CC=C(C=O)C=C2)C=C1 4-(4-hydroxyphenoxy)benzaldehyde